[N+](=O)([O-])C1=CC2=CN(N=C2C=C1C1=CSC=C1)CCN1CCOCC1 4-(2-(5-nitro-6-(thiophene-3-yl)-2H-indazol-2-yl)ethyl)morpholine